4-fluoro-1-azabicyclo[2.2.2]Octane-3-one FC12C(CN(CC1)CC2)=O